6-Chloro-3-[1-hydroxyl-(5-methyl-isoxazol-3-yl)-methylidene]-5-(4-morpholin-4-yl-phenyl)-1,3-dihydro-indol-2-one ClC1=C(C=C2C(C(NC2=C1)=O)=C(O)C1=NOC(=C1)C)C1=CC=C(C=C1)N1CCOCC1